ClC1=CC(=C(C(=C1)C)CC(=O)NC1(CCC(CC1)(OCCC)OCCC)C(=O)OCCC)C propyl 1-[[2-(4-chloro-2,6-dimethylphenyl)acetyl]amino]-4,4-dipropoxycyclohexanecarboxylate